OCC1=CN=C(O1)C1=CC(=C(C=N1)C#N)C 6-(5-(hydroxymethyl)oxazol-2-yl)-4-methylpyridine-3-carbonitrile